2-(4-isothiocyanatobenzyl)-ethylenediaminetetraacetic acid N(=C=S)C1=CC=C(CC(CN(CC(=O)O)CC(=O)O)N(CC(=O)O)CC(=O)O)C=C1